N1(CCOCC1)C=1N(C(C=2NC(=NC2N1)C=1C=NN(C1)CC1=CC(=CC=C1)C(F)(F)F)=O)CCC 2-Morpholin-4-yl-1-propyl-8-[1-(3-trifluoromethyl-benzyl)-1H-pyrazol-4-yl]-1,7-dihydro-purin-6-one